OC(C1=CC=C(OCC(=O)O)C=C1)S(=O)O {4-[Hydroxy-(sulfino)-methyl]-phenoxy}-acetic acid